4,4'-bis(4-chlorobutyl-thio)benzophenone ClCCCCSC1=CC=C(C(=O)C2=CC=C(C=C2)SCCCCCl)C=C1